(E)-(4-(((4-((2-(aminomethyl)-3-fluoroallyl)oxy)-2-chlorophenyl)sulfonyl)methyl)piperidin-1-yl)(cyclopropyl)methanone NC/C(/COC1=CC(=C(C=C1)S(=O)(=O)CC1CCN(CC1)C(=O)C1CC1)Cl)=C\F